tert-butyl 2-((S)-1-amino-3-hydroxy-1-oxopropan-2-yl)-1-oxo-2,5-diazaspiro[3.4]octane-5-carboxylate NC([C@H](CO)N1C(C2(C1)N(CCC2)C(=O)OC(C)(C)C)=O)=O